C(C)(C)(C)OC(=O)N1C=C2N=CC=CC2=C1 pyrrolo[3,4-b]Pyridine-6-carboxylic acid tert-butyl ester